C(C)C1(CC(C=C(C1)CC)(N)CC)N 2,4,6-triethylbenzene-2,6-diamine